ClC=1C=C(C=CC1F)NC1=NC=NC2=CC(=C(C=C12)OCCCN1CCOCC1)OC N-(3-chloro-4-fluorophenyl)-7-methoxy-6-(3-morpholinylpropoxy)quinazolin-4-amine